(S)-7-((5-(2-(difluoromethoxy)-1-methyl-1H-imidazol-4-yl)-6-methylpyridin-2-yl)amino)-5-azaspiro[2.4]heptane-5-carboxylic acid benzyl ester C(C1=CC=CC=C1)OC(=O)N1CC2(CC2)[C@@H](C1)NC1=NC(=C(C=C1)C=1N=C(N(C1)C)OC(F)F)C